3-(2-(benzyloxy)ethyl)cyclopentane-1,2-diol C(C1=CC=CC=C1)OCCC1C(C(CC1)O)O